2-benzyl-4-methyl-1,3,4,7,8,9a-hexahydropyrazino[1,2-a]pyrazine-6,9-dione C(C1=CC=CC=C1)N1CC2N(C(C1)C)C(CNC2=O)=O